C[C@@]1([C@@](CCCC1)(N)C)N trans-dimethylcyclohexane-1,2-diamine